Cl.ClC1=C(C2=C(OC3=C2N=CN=C3NC3CC3)N=C1C)C 8-chloro-N-cyclopropyl-7,9-dimethyl-pyrido[3',2':4,5]furo[3,2-d]pyrimidin-4-amine hydrochloride